[2-fluoro-4-[2-[(1S,4S)-5-isopropyl-2,5-diazabicyclo[2.2.1]heptan-2-yl]ethyl]phenyl]methanamine FC1=C(C=CC(=C1)CCN1[C@@H]2CN([C@H](C1)C2)C(C)C)CN